3-(4-((1-(3-(4-(3-(4-chloro-3-cyclopropyl-1H-pyrrolo[2,3-b]pyridin-5-yl)phenyl)-3-oxopiperazin-1-yl)propyl)piperidin-4-yl)oxy)phenyl)piperidine-2,6-dione ClC1=C2C(=NC=C1C=1C=C(C=CC1)N1C(CN(CC1)CCCN1CCC(CC1)OC1=CC=C(C=C1)C1C(NC(CC1)=O)=O)=O)NC=C2C2CC2